3-bromo-N-((1r,3r,5s,6r)-3-(6-chloroimidazo[1,5-a]pyridin-8-yl)-3-hydroxybicyclo[3.1.0]hexane-6-yl)benzamide BrC=1C=C(C(=O)NC2[C@H]3CC(C[C@@H]23)(O)C=2C=3N(C=C(C2)Cl)C=NC3)C=CC1